N-(4-chlorophenyl)-6-(4H-1,2,4-triazol-4-yl)picolinamide ClC1=CC=C(C=C1)NC(C1=NC(=CC=C1)N1C=NN=C1)=O